CS(=O)(=O)CCN1N=C2C=CC(=CC2=C1)B(O)O 2-(2-(methylsulfonyl)ethyl)-2H-indazol-5-ylboronic acid